pentanoyl cyclohexylcarboxyl peroxide C1(CCCCC1)OC(=O)OOC(CCCC)=O